4,6-dichloropyrimidin-2-amine ClC1=NC(=NC(=C1)Cl)N